2-(4-chloro-3-fluorophenoxy)-N-[1-(hydrazinecarbonyl)piperidin-4-yl]Acetamide ClC1=C(C=C(OCC(=O)NC2CCN(CC2)C(=O)NN)C=C1)F